C(C)C1=CC=C(C=C1)N1N=C(C(=CC1=O)C)C(=O)O 1-(4-ethylphenyl)-4-methyl-6-oxo-1,6-dihydropyridazine-3-carboxylic acid